N-acetyl-S-(N-methylcarbamoyl)-L-cysteine C(C)(=O)N[C@@H](CSC(NC)=O)C(=O)O